sodium chloro((p-nitrophenyl)sulfonyl)amide Cl[N-]S(=O)(=O)C1=CC=C(C=C1)[N+](=O)[O-].[Na+]